FC1=CC=C(CC2=CC3=C(OC[C@@H](N3C(=O)OC(C)(C)C)CO)N=C2)C=C1 tert-butyl (S)-7-(4-fluorobenzyl)-2-(hydroxymethyl)-2,3-dihydro-1H-pyrido[2,3-b][1,4]oxazine-1-carboxylate